C(C)N(CC1=CC=NC=C1)CC1=CC(=NC=C1)C=1C=C2CN(C(C2=CC1)=O)C1C(NC(CC1)=O)=O 3-(5-(4-((ethyl(pyridin-4-ylmethyl)amino)methyl)pyridin-2-yl)-1-oxoisoindolin-2-yl)piperidine-2,6-dione